1-((S)-4-bromo-5-chloro-2-phenyl-2,3-dihydrobenzofuran-2-yl)ethan-1-amine hydrochloride Cl.BrC1=C(C=CC2=C1C[C@](O2)(C2=CC=CC=C2)C(C)N)Cl